[Sn].[Ag].[Cu] copper silver tin